5-(3-(2,3-difluorophenyl)imidazo[1,2-a]pyridin-8-yl)-N-(4-fluorophenyl)-2-(trifluoromethyl)nicotinamide silver germanium [Ge].[Ag].FC1=C(C=CC=C1F)C1=CN=C2N1C=CC=C2C=2C=NC(=C(C(=O)NC1=CC=C(C=C1)F)C2)C(F)(F)F